4-(4-fluorophenyl)-5-(2-methoxy-1,1-dimethyl-ethyl)-2,4,10,11-tetraazatricyclo[7.3.0.03,7]dodecane FC1=CC=C(C=C1)N1C2NC3CNNC3CC2CC1C(COC)(C)C